C(C)(=O)OC1CC(OC1)C(=O)[O-] 4-acetoxytetrahydrofuran-2-carboxylate